(R)-1-(2-(trifluoromethyl)phenyl)ethyl (5-(5-aminopyridin-2-yl)-3-methylisoxazol-4-yl)carbamate NC=1C=CC(=NC1)C1=C(C(=NO1)C)NC(O[C@H](C)C1=C(C=CC=C1)C(F)(F)F)=O